C1(=CC=CC=C1)N1CCN(CC1)CCC(=O)O 3-(4-phenyl-piperazin-1-yl)-propionic acid